N[C@H]1CN(C[C@@H]1OC)C=1C=C2CC[C@@H](CC2=C(C1)F)NC(=O)C1=CC2=C(N=N1)N(C=C2)CC N-[(2S)-6-[(3S,4S)-3-amino-4-methoxypyrrolidin-1-yl]-8-fluoro-1,2,3,4-tetrahydronaphthalen-2-yl]-7-ethyl-7H-pyrrolo[2,3-c]pyridazine-3-carboxamide